C(C)(=O)NC(C(=O)N)CCSSC1=NC=CC=C1 2-(acetamido)-4-(2-pyridyldithio)-butyramide